C=1(O)C(=C(C(O)=CC1)S(=O)(=O)[O-])S(=O)(=O)[O-] hydroquinonedisulfonate